(5-chloropyridin-2-yl)-2-((s)-4,4-difluoro-3-(6-oxo-1,6-dihydropyridin-3-yl)piperidin-1-yl)propanamide ClC=1C=CC(=NC1)C(C(=O)N)(C)N1C[C@@H](C(CC1)(F)F)C1=CNC(C=C1)=O